ClC1=CC(=NC=N1)NC1=CC=C(C=C1)N1CCN(CC1)C(=O)OC(C)(C)C tert-Butyl 4-(4-((6-chloropyrimidin-4-yl)amino)phenyl)piperazine-1-carboxylate